C(C=C)(=O)N1C[C@@H](CC[C@@H]1C)NC=1C2=C(N(CN1)C)NC=C2 4-(((3R,6S)-1-acryloyl-6-methylpiperidin-3-yl)amino)-N-methyl-7H-pyrrolo[2,3-d]pyrimidine